O=S1(C2=C(OC3(CN1CC=1C=C(C=NC1C)CC(C(=O)O)(C)C)CCOCC3)N=CC=C2)=O (5-((1',1'-dioxido-2,3,5,6-tetrahydrospiro[pyran-4,4'-pyrido[2,3-b][1,4,5]oxathiazepin]-2'(3'H)-yl)methyl)-6-methylpyridin-3-yl)-2,2-dimethylpropanoic acid